CC(C)(O)C1=CC=CC=C1 methylphenyl-1-ethanol